N1(N=CC=C1)C1=CC=CC(=N1)N1C(N(C2=C(C1=O)C(=C(S2)C2=CC=C(C=C2)[N+](=O)[O-])C)CC2=C(C=CC=C2F)F)=O 3-(6-(1H-pyrazol-1-yl)pyrid-2-yl)-1-(2,6-difluorobenzyl)-5-methyl-6-(4-nitrophenyl)thieno[2,3-d]pyrimidine-2,4(1H,3H)-dione